ClC=1C=C(C=CC1)C1=C(C(=CC(=C1)F)C1=CN=NC(=C1)Cl)OC 3-chloro-3'-(6-chloropyridazin-4-yl)-5'-fluoro-2'-methoxy-[1,1'-biphenyl]